tert-butyl 3-{3-chloro-5H-pyrrolo[3,2-c]pyridazin-6-yl}azetidine-1-carboxylate ClC1=CC2=C(N=N1)C=C(N2)C2CN(C2)C(=O)OC(C)(C)C